(ethylcyclopentadienyl)tris(ethylmethylamino)titanium C(C)C1(C=CC=C1)[Ti](N(CC)C)(N(CC)C)N(C)CC